methylaminodithiocarboxylic acid CNC(=S)S